1-(4-(Trifluoromethyl)-2-bromophenyl)-4-chloro-1H-1,2,3-triazole FC(C1=CC(=C(C=C1)N1N=NC(=C1)Cl)Br)(F)F